(S)-6-amino-2-(1-amino-5-ethynyl-1,3-dihydrospiro[indene-2,4'-piperidin]-1'-yl)-3-methyl-5-(1-methyl-1H-pyrrolo[2,3-b]pyridin-3-yl)pyrimidin-4(3H)-one NC1=C(C(N(C(=N1)N1CCC2(CC1)[C@@H](C1=CC=C(C=C1C2)C#C)N)C)=O)C2=CN(C1=NC=CC=C12)C